ClC=1C(=C(C(=CC1[N+](=O)[O-])F)O)F 3-chloro-4-nitro-2,6-difluorophenol